(S)-2-isopropoxypropan-1-amine hydrochloride Cl.C(C)(C)O[C@H](CN)C